3,7-di(1H-indazol-5-yl)-10-(3-morpholinopropyl)-10H-phenoxazine N1N=CC2=CC(=CC=C12)C=1C=CC=2N(C3=CC=C(C=C3OC2C1)C=1C=C2C=NNC2=CC1)CCCN1CCOCC1